17-(Cyclopropylmethyl)-4,5α-epoxy-3,14-dihydroxymorphinan-6,10-dione C1(CC1)CN1[C@H]2[C@@]3(CCC([C@H]4[C@@]3(C=3C(=C(C=CC3C2=O)O)O4)CC1)=O)O